Ethyl (Z)-5-(4-(2-((tert-butoxycarbonyl)amino)ethoxy)-3-hydroxybenzylidene)-4-oxo-2-(phenylamino)-4,5-dihydrothiophene-3-carboxylate C(C)(C)(C)OC(=O)NCCOC1=C(C=C(\C=C/2\C(C(=C(S2)NC2=CC=CC=C2)C(=O)OCC)=O)C=C1)O